tert-butyl (3-(4-((7-(4-(2-bromoethoxy)phenyl)pyrrolo[2,1-f][1,2,4]triazin-2-yl)amino)phenoxy)propyl)carbamate BrCCOC1=CC=C(C=C1)C1=CC=C2C=NC(=NN21)NC2=CC=C(OCCCNC(OC(C)(C)C)=O)C=C2